(2S,5R)-5-(tert-Butyldimethylsilanyloxyamino)-3-methyl-1,2,5,6-tetrahydropyridine-2-carboxylic acid methyl ester COC(=O)[C@H]1NC[C@@H](C=C1C)NO[Si](C)(C)C(C)(C)C